NC=1N=C(C2=C(N1)C(=NN2CC2=C(C=C(C(=O)OC)C=C2)OC)C)NCCCC methyl 4-((5-amino-7-(butylamino)-3-methyl-1H-pyrazolo[4,3-d]pyrimidin-1-yl) methyl)-3-methoxybenzoate